CC1(C(=C=C1COC1OCCCC1)C(CO)C)C 2-[2,2-dimethyl-3-(tetrahydropyran-2-yloxymethyl)cyclobutadienyl]propan-1-ol